NCCCCCCCCNC(=O)C=1OC(=CC1)C#CCN N-(8-aminooctyl)-5-(3-aminoprop-1-yn-1-yl)furan-2-carboxamide